O=C(C(=O)O)CCCC 2-ketohexanoic acid